O=S1NC2=C3C1=CC=CC3=CC=C2 1-oxo-2H-naphtho[1,8-cd]isothiazole